ClC1=C(C=C(N)C=C1OC)F 4-chloro-3-fluoro-5-methoxy-aniline